CC1(C(OCC(C1)(C)C)=O)C 3,3,5,5-tetramethyltetrahydro-2H-pyran-2-one